3-ethyl-benzoate C(C)C=1C=C(C(=O)[O-])C=CC1